1-BUTYL-5-CHLORO-3-(PROPAN-2-YL)-1H-PYRAZOLE-4-CARBALDEHYDE C(CCC)N1N=C(C(=C1Cl)C=O)C(C)C